C(#N)[C@H]1N(C[C@@]2(C(NC(N2C)=O)=O)C1)C([C@H](CC(C)C)N(C([C@H](C)NC(C(F)(F)F)=O)=O)C)=O (S)-N-((S)-1-((5R,8S)-8-cyano-1-methyl-2,4-dioxo-1,3,7-triazaspiro[4.4]nonan-7-yl)-4-methyl-1-oxopentan-2-yl)-N-methyl-2-(2,2,2-trifluoroacetamido)propanamide